N-(3-methoxyphenyl)pyrazino[1',6':1,5]pyrazolo[4,3-b][1,7]naphthyridin-10-amine COC=1C=C(C=CC1)NN1C=CC2=CC=3C(=NC2=C1)C=1N(N3)CC=NC1